C1(CC1)S(=O)(=O)N1N=CC(=C1)C1=NC=CC(=N1)NC1=NC=C(C(=C1)NC1CCC(CC1)(O)C)C=1N=CN(C1)C(F)F (1s,4s)-4-((2-((2-(1-(Cyclopropylsulfonyl)-1H-pyrazol-4-yl)pyrimidin-4-yl)amino)-5-(1-(difluoromethyl)-1H-imidazol-4-yl)pyridin-4-yl)amino)-1-methylcyclohexan-1-ol